4-(4-{[2-(4-methanesulfonylphenyl)-1,3-thiazol-4-yl]methyl}piperazin-1-yl)-N,N,6-trimethylpyrimidin-2-amine CS(=O)(=O)C1=CC=C(C=C1)C=1SC=C(N1)CN1CCN(CC1)C1=NC(=NC(=C1)C)N(C)C